p-methylbenzaldehyde CC1=CC=C(C=C1)C=O